OC(CCCCCCCCCCCCC(=O)O)CCC(CC=CCC)O 14,17-Dihydroxy-docos-19-enoic acid